(7S,8R)-2-((5-((R)-2-Amino-1-hydroxypropan-2-yl)-8-cyclopropoxy-2,7-naphthyridin-3-yl)amino)-7,8-dimethyl-7,8-dihydro-5H-pyrano[4,3-b]pyridin-5-one N[C@](CO)(C)C1=C2C=C(N=CC2=C(N=C1)OC1CC1)NC1=CC=C2C(=N1)[C@H]([C@@H](OC2=O)C)C